F[C@H]1[C@@H]2C=C[C@H](C[C@H]1N(C=1N=NC(=CN1)C1=C(C=C(C=C1)C1=CC(=NC=C1)OC)O)C)N2 2-(3-(((1S,2S,3R,5S)-2-fluoro-8-azabicyclo[3.2.1]oct-6-en-3-yl)(methyl)amino)-1,2,4-triazin-6-yl)-5-(2-methoxypyridin-4-yl)phenol